7-(2-((2-amino-1H-benzo[d]imidazol-5-yl)carbamoyl)-5-methoxy-4-(thiophen-2-yl)phenyl)-2,3-dimethyl-4H-thieno[3,2-c]chromene-8-carboxylic acid NC1=NC2=C(N1)C=CC(=C2)NC(=O)C2=C(C=C(C(=C2)C=2SC=CC2)OC)C=2C(=CC=1C3=C(COC1C2)C(=C(S3)C)C)C(=O)O